CC1=CC=C(C=C1)S(=O)(=O)OC[C@H]1NC(O[C@@H]1C1=CC(=CC=C1)Cl)=O ((4R,5R)-5-(3-chlorophenyl)-2-oxooxazolidin-4-yl)methyl 4-methylbenzenesulfonate